2,4-dibenzyl-6-(triethylsilyl)-1,2,4-triazine-3,5(2h,4h)-dione C(C1=CC=CC=C1)N1N=C(C(N(C1=O)CC1=CC=CC=C1)=O)[Si](CC)(CC)CC